FC(CS(=O)(=O)NC1=CC=C(C=C1)C1=C2C(=NC(=C1)NC(=O)C1CC1)NC=C2)F N-(4-(4-((2,2-difluoroethyl)sulfonamido)phenyl)-1H-pyrrolo[2,3-b]pyridin-6-yl)cyclopropylcarboxamide